C1(CC1)CN1C(=CC=2C=CC=3CCN(C3C21)C(=O)OC(C)(C)C)C2=NC1=C(N2C)C(=CC(=C1)C(=O)OC)F tert-butyl 1-(cyclopropylmethyl)-2-(7-fluoro-5-methoxycarbonyl-1-methyl-benzimidazol-2-yl)-6,7-dihydropyrrolo[3,2-g]indole-8-carboxylate